3-(heptan-2-ylamino)propane-1,2-diol CC(CCCCC)NCC(CO)O